(1aRS,7bSR)-5-[2-(5-dimethylamino-pentylamino)benzene-sulfonylamino]-1,1a,2,7b-tetrahydrocyclopropa[c]benzopyran-4-carboxylic acid CN(CCCCCNC1=C(C=CC=C1)S(=O)(=O)NC1=C(C2=C([C@@H]3[C@H](CO2)C3)C=C1)C(=O)O)C |r|